(2R,6S)-4-(2-(6-Chloroimidazo[1,2-a]pyridin-3-yl)pyrimidin-4-yl)-2-(5-fluoro-1H-pyrazol-4-yl)-6-methylmorpholine ClC=1C=CC=2N(C1)C(=CN2)C2=NC=CC(=N2)N2C[C@H](O[C@H](C2)C)C=2C=NNC2F